(R)-N-(6-(2H-1,2,3-triazol-2-yl)-5-(trifluoromethyl)pyridin-3-yl)-2-chloro-8-methyl-8-(trifluoromethyl)-7,8-dihydro-6H-pyrazolo[1,5-a]pyrrolo[2,3-e]pyrimidine-6-carboxamide N=1N(N=CC1)C1=C(C=C(C=N1)NC(=O)N1C[C@](C2=C1C=NC=1N2N=C(C1)Cl)(C(F)(F)F)C)C(F)(F)F